4-(1-(6-((2-(2,6-dioxopiperidin-3-yl)-1,3-dioxoisoindolin-4-yl)amino)hexyl)-1H-pyrazol-4-yl)-N-(2-(((S)-2-methylpyrrolidin-1-yl)methyl)-1H-benzo[d]imidazol-5-yl)benzamide O=C1NC(CCC1N1C(C2=CC=CC(=C2C1=O)NCCCCCCN1N=CC(=C1)C1=CC=C(C(=O)NC2=CC3=C(NC(=N3)CN3[C@H](CCC3)C)C=C2)C=C1)=O)=O